5-[3-(1H-imidazol-5-yl)-6-[1-(trifluoromethyl)cyclopropyl]imidazo[1,2-a]pyrimidin-2-yl]-3-(trifluoromethyl)-1H-1,2,4-triazole N1C=NC=C1C1=C(N=C2N1C=C(C=N2)C2(CC2)C(F)(F)F)C2=NC(=NN2)C(F)(F)F